OC1=CC=C2C=CC(=CC2=C1C1=C(OC(C2=CC=CC=C12)=O)C1=NC=C(C=C1)C)C1=CC=CC2=CC=CC=C12 4-(7'-hydroxy-[1,2'-binaphthalen]-8'-yl)-3-(5-methylpyridin-2-yl)-1H-isochromen-1-one